cyclopropyl-2-methylfuran C1(CC1)C1=C(OC=C1)C